C(C)OCCN1C(N(CC1)CCOCC)=O 1,3-bis(2-ethoxyethyl)-2-imidazolidinone